Tin Sulfide [Sn]=S